N1=CN=CC(=C1)CC(=O)N1CC2=C(CC1)SC=C2C2=NOC(=N2)C(F)(F)F 2-(pyrimidin-5-yl)-1-(3-(5-(trifluoromethyl)-1,2,4-oxadiazol-3-yl)-6,7-dihydrothieno[3,2-c]pyridin-5(4H)-yl)ethan-1-one